CC1=NOC(=C1C1=CC=NC2=C(C=CC=C12)NC(C1=CC=C(C=C1)OC(C)C)=O)C N-(4-(3,5-dimethylisoxazol-4-yl)quinolin-8-yl)-4-isopropoxybenzamide